Methyl 4-(((6-(4-(((cyclopentyl(methyl)carbamoyl)oxy)methyl)-3-methylisoxazol-5-yl)-2-methylpyridin-3-yl)oxy)methyl)bicyclo[2.1.1]hexane-1-carboxylate C1(CCCC1)N(C(=O)OCC=1C(=NOC1C1=CC=C(C(=N1)C)OCC12CCC(C1)(C2)C(=O)OC)C)C